3-chloro-4-methyl-8-[(3R)-piperidin-3-yl]-5,6,7,8-tetrahydropyrido[2,3-c]pyridazine dihydrochloride Cl.Cl.ClC1=C(C2=C(N=N1)N(CCC2)[C@H]2CNCCC2)C